N1CC=NC=C1 2H-pyrazin